[NH4+].P([O-])([O-])[O-].[NH4+].[NH4+] phosphorous acid, ammonium salt